C(#N)C=1C=C(C=C(C1)F)[C@H]1N(OCC1)C(=O)[C@@H]1CC[C@H](CC1)CN1C=CC2=NC(=CC=C21)C#N trans-1-[[4-[(3S)-3-(3-cyano-5-fluoro-phenyl)isoxazolidine-2-carbonyl]cyclohexyl]methyl]pyrrolo[3,2-b]pyridine-5-carbonitrile